[6-tert-butoxy-2-(2,6-diisopropylphenyl)-3-methoxy-phenyl]-dicyclohexyl-phosphane C(C)(C)(C)OC1=CC=C(C(=C1P(C1CCCCC1)C1CCCCC1)C1=C(C=CC=C1C(C)C)C(C)C)OC